2-(4-chloro-2-methylphenyl)-N-(1-(4-(2,6-dioxopiperidin-3-yl)-3,5-difluorophenyl)azetidin-3-yl)acetamide ClC1=CC(=C(C=C1)CC(=O)NC1CN(C1)C1=CC(=C(C(=C1)F)C1C(NC(CC1)=O)=O)F)C